(R or S)-1-(1,1,1,3,3,3-hexafluoro-2-(3-(2-(5-fluorothiophen-2-yl)ethyl)-1-(2-(6-methylpyridin-3-yl)propan-2-yl)pyrrolidin-3-yl)propan-2-yl)urea FC(C(C(F)(F)F)([C@]1(CN(CC1)C(C)(C)C=1C=NC(=CC1)C)CCC=1SC(=CC1)F)NC(=O)N)(F)F |o1:7|